(S)-(5-(3,5-difluorophenyl)-4,5-dihydro-1H-pyrazol-1-yl)(4-(4-(3,5-dimethyl-1H-pyrazol-4-yl)-5-fluoropyrimidin-2-yl)piperazin-1-yl)methanone FC=1C=C(C=C(C1)F)[C@@H]1CC=NN1C(=O)N1CCN(CC1)C1=NC=C(C(=N1)C=1C(=NNC1C)C)F